butyl N,N-dipentylcarbamate C(CCCC)N(C(OCCCC)=O)CCCCC